tert-butyl 4-{2-[4-amino-7-(1-cyanoethyl)-5-(4-phenoxyphenyl)-7H-pyrrolo[2,3-d]pyrimidin-6-yl]ethynyl}piperidine-1-carboxylate NC=1C2=C(N=CN1)N(C(=C2C2=CC=C(C=C2)OC2=CC=CC=C2)C#CC2CCN(CC2)C(=O)OC(C)(C)C)C(C)C#N